ClC=1C=C(C=CC1F)[C@@](C)([C@@H]1C[C@@H](C1)C(F)(F)F)NC(=O)N1[C@@H](C(NCC1)=O)C |o1:8| (2R)-N-((R or S)-1-(3-chloro-4-fluorophenyl)-1-(cis-3-(trifluoromethyl)cyclobutyl)ethyl)-2-methyl-3-oxopiperazine-1-carboxamide